3-AminoPyridazine NC=1N=NC=CC1